(S)-6-(4-(methoxycarbonyl)phenyl)-4-(pyrimidin-5-yl)-3,6-dihydropyridine-1(2H)-carboxylate COC(=O)C1=CC=C(C=C1)[C@@H]1C=C(CCN1C(=O)[O-])C=1C=NC=NC1